3,5-di-tert-butyl-4-hydroxybenzenepropionic acid octyl ester C(CCCCCCC)OC(CCC1=CC(=C(C(=C1)C(C)(C)C)O)C(C)(C)C)=O